CC=1C=C2C(=CN1)NC(=C2)C(=O)N[C@@H]2[C@H]([C@H]1C(CC2C1)(C)C)C 5-methyl-N-[(1S,2S,3S,5R)-2,6,6-trimethylnorborn-3-yl]-1H-pyrrolo[2,3-c]pyridine-2-carboxamide